O1COC2=C1C=CC(=C2)NC(C2=CC(=CC=C2)N2N=C(C(=C2C)Cl)C(F)(F)F)=O N-(1,3-benzodioxol-5-yl)-3-[4-chloro-5-methyl-3-(trifluoromethyl)pyrazol-1-yl]benzamide